(2R,4R)-N2-(5-((+)-1-amino-3-cyclopropyl-1-(pyridin-2-yl)propyl)-2-fluorophenyl)-N1-(5-Chloropyridin-2-yl)-4-hydroxypyrrolidine-1,2-dicarboxamide NC(CCC1CC1)(C1=NC=CC=C1)C=1C=CC(=C(C1)NC(=O)[C@@H]1N(C[C@@H](C1)O)C(=O)NC1=NC=C(C=C1)Cl)F